(3R,4R)-4-((4'-(3-(2-((S)-1-hydroxyethyl)-1H-imidazol-1-yl)prop-1-yn-1-yl)-[1,1'-biphenyl]-4-yl)oxy)tetrahydrofuran-3-ol O[C@@H](C)C=1N(C=CN1)CC#CC1=CC=C(C=C1)C1=CC=C(C=C1)O[C@H]1[C@@H](COC1)O